1-(2-n-pentyl)isoquinoline CC(CCC)C1=NC=CC2=CC=CC=C12